ClC(C(=CF)F)(F)F 3-chloro-1,2,3,3-tetrafluoropropene